NC(C(=O)O)CCCCC(C(=O)O)N 2,7-diaminooctanedioic acid